CN(C(=O)C=1N=C(SC1)C=1C=NN(C1)C1=CC=CC=C1)C1CNCCC1 N-methyl-2-(1-phenyl-1H-pyrazol-4-yl)-N-(piperidin-3-yl)-1,3-thiazole-4-carboxamide